The molecule is a primary alcohol that is hexan-1-ol which is substituted by a methyl group and a thiol group at position 3. It is the odor component of human axilla sweat and the major species at pH 7.3. It has a role as a human metabolite. It is a thiol, a primary alcohol and a volatile organic compound. It derives from a hexan-1-ol. CCCC(C)(CCO)S